2-amino-6-fluoro-N,N-dipropyl-8-(1-((5,6,7,8-tetrahydro-1,6-naphthyridin-3-yl)carbamoyl)cyclopropyl)-3H-benzo[b]azepine-4-carboxamide NC=1CC(=CC2=C(N1)C=C(C=C2F)C2(CC2)C(NC=2C=NC=1CCNCC1C2)=O)C(=O)N(CCC)CCC